2-methoxy-6-(pyrimidin-5-yl)-1H-benzo[d]-imidazole COC1=NC2=C(N1)C=C(C=C2)C=2C=NC=NC2